O=C1N(CC2=CC(=CC=C12)OC1C(CCCC1)NCC1=NC=CC=C1)C1C(NC(CC1)=O)=O 3-(1-oxo-5-((2-((pyridin-2-ylmethyl)amino)cyclohexyl)oxy)isoindolin-2-yl)piperidine-2,6-dione